C(CCCCC#C)(=O)OCCCN1N=NC(=C1C(=O)OCC(CCCC)CC)C(=O)OCC(CCCC)CC bis(2-ethylhexyl) 1-(3-(hept-6-ynoyloxy)propyl)-1H-1,2,3-triazole-4,5-dicarboxylate